N-[3-chloro-4-[4-[2-(3-hydroxypyrrolidin-1-yl)acetyl]piperazine-1-carbonyl]phenyl]-5-[2,3-difluoro-4-[1-(2-methoxyethyl)-5-methyl-pyrazol-4-yl]phenyl]-1-methyl-imidazole-2-carboxamide ClC=1C=C(C=CC1C(=O)N1CCN(CC1)C(CN1CC(CC1)O)=O)NC(=O)C=1N(C(=CN1)C1=C(C(=C(C=C1)C=1C=NN(C1C)CCOC)F)F)C